N-[(2R,3S)-2-(2,5-difluorophenyl)-4-(ethoxymethyl)-5-oxo-tetrahydropyran-3-yl]carbamic acid tert-butyl ester C(C)(C)(C)OC(N[C@@H]1[C@H](OCC(C1COCC)=O)C1=C(C=CC(=C1)F)F)=O